N-((4-methoxypyridin-2-yl)(methyl)(oxo)-λ6-sulfanylidene)-1-(4-(5-(trifluoromethyl)-1,2,4-oxadiazol-3-yl)phenyl)-1H-pyrrole-3-carboxamide COC1=CC(=NC=C1)S(=NC(=O)C1=CN(C=C1)C1=CC=C(C=C1)C1=NOC(=N1)C(F)(F)F)(=O)C